C(#N)C1=CC(=C(COC2=CC=C(C(=N2)C2CCNCC2)F)C=C1)F 4-(6-((4-cyano-2-fluorobenzyl)oxy)-3-fluoropyridin-2-yl)piperidine